ClC1=C(C(=CC=2NC(=NC21)CC2=CC=C(C=C2)S(=O)(=O)CC)Cl)C2=C(C=CC=C2)OCOC 4,6-dichloro-2-(4-(ethylsulfonyl)benzyl)-5-(2-(methoxymethoxy)phenyl)-1H-benzo[d]imidazole